(N-[4-amino-5-(4-benzyloxybenzoyl)thiazol-2-yl]-4-fluoro-anilino)propanamide NC=1N=C(SC1C(C1=CC=C(C=C1)OCC1=CC=CC=C1)=O)N(C1=CC=C(C=C1)F)C(C(=O)N)C